C1[C@@H]2[C@@H](C([C@H]3[C@@H](O2)NC4=C(N3)C(=O)NC(=N4)N)(O)O)OP(=O)(O1)O The molecule is a linear-fused organic heterotetracyclic compound consisting of a [1,3,2]dioxaphosphinane fused to a pyran ring which is in turn fused to a pteridine ring system. Molybdenum cofactor biosynthesis intermediate. Dehydrated derivative known as precursor Z. It has a role as an Escherichia coli metabolite. It is an organic heterotetracyclic compound, an oxacycle, an organonitrogen heterocyclic compound and a ketone hydrate.